lithium bis-phenolate C1(=CC=CC=C1)[O-].C1(=CC=CC=C1)[O-].[Li+].[Li+]